CCCCCCCCCCCCCCCCCCCCCCCCCCCCCCCCCCCCCCCCCCCCCCCCCCCCCCCCCCCCCCCCCCCCCCCCCCCCCCCCCCCCCCCCCCCCCCCCCCC n-Nonanonacontane